2-Hydroxy-4-(4-(trifluoromethyl)phenyl)pyrrolo[1,2-a]quinoxaline-7-carboxylic acid OC=1C=C2N(C3=CC=C(C=C3N=C2C2=CC=C(C=C2)C(F)(F)F)C(=O)O)C1